tert-butyl (1R,4R,6R)-4-((S)-1-(4-fluorophenyl)-1,2,3,4-tetrahydroisoquinoline-2-carbonyl)-3-oxa-7-azabicyclo[4.1.0]heptane-7-carboxylate FC1=CC=C(C=C1)[C@@H]1N(CCC2=CC=CC=C12)C(=O)[C@@H]1OC[C@@H]2N([C@@H]2C1)C(=O)OC(C)(C)C